1-(4-chlorophenyl)-N-{2-fluoro-3-[6-oxo-4-(trifluoromethyl)-1,6-dihydropyrimidin-2-yl]-4-(trifluoromethyl)benzyl}piperidine-4-carboxamide ClC1=CC=C(C=C1)N1CCC(CC1)C(=O)NCC1=C(C(=C(C=C1)C(F)(F)F)C=1NC(C=C(N1)C(F)(F)F)=O)F